OC[C@@H]1CC(NC1)=O (R)-4-(hydroxymethyl)pyrrolidin-2-one